(R,E)-N-(1-(3,4-dimethoxyphenyl)ethyl)-3-(4-(pyrazolo[1,5-a]pyridin-3-yl)-1H-pyrrolo[2,3-b]pyridin-3-yl)acrylamide COC=1C=C(C=CC1OC)[C@@H](C)NC(\C=C\C1=CNC2=NC=CC(=C21)C=2C=NN1C2C=CC=C1)=O